N-{2-[(2R,4S)-4-fluoro-1-methylpyrrolidin-2-yl]imidazo[1,2-a]pyrazin-6-yl}-1-methylindazole-5-carboxamide F[C@H]1C[C@@H](N(C1)C)C=1N=C2N(C=C(N=C2)NC(=O)C=2C=C3C=NN(C3=CC2)C)C1